NC1=NC2=CC=CN=C2C(=C1)N[C@@H](CCO)CCC (R)-3-((2-amino-1,5-naphthyridin-4-yl)amino)hexan-1-ol